4-(2-(Chloromethyl)-5-(3-fluoro-4-methoxyphenyl)-1-methyl-1H-pyrrolo[2,3-c]pyridin-4-yl)-2-fluorobenzonitrile ClCC1=CC=2C(=CN=C(C2C2=CC(=C(C#N)C=C2)F)C2=CC(=C(C=C2)OC)F)N1C